6-(6-(((1R,2R,3S,5S)-2-fluoro-8-azabicyclo[3.2.1]octan-3-yl)(methyl)amino)pyridazin-3-yl)isoquinolin-7-ol F[C@@H]1[C@H]2CC[C@@H](C[C@@H]1N(C1=CC=C(N=N1)C=1C=C3C=CN=CC3=CC1O)C)N2